C(C)(C)(C)OC(N[C@H]1C[C@@H](CCC1)N1N=C(C=2C(=NC=CC21)NCC2=C(C=C(C=C2)OC)OC)I)=O N-[(1R,3R)-3-[4-[(2,4-Dimethoxyphenyl)methylamino]-3-iodo-pyrazolo[4,3-c]pyridin-1-yl]cyclohexyl]carbamic acid tert-butyl ester